N-(3-chlorophenyl)-4-(pyridin-4-yl)-[2,4'-bithiazole]-2'-amine ClC=1C=C(C=CC1)NC=1SC=C(N1)C=1SC=C(N1)C1=CC=NC=C1